C(C)N1CCN(CC1)C(=O)C1=CC=C(C=C1)C1=CC(=C(C=C1)F)O (4-ethylpiperazin-1-yl)(4'-fluoro-3'-hydroxy-[1,1'-biphenyl]-4-yl)methanone